CC=1C=CC2=C(N=C(O2)\C=C\C2=CC=C(C=C2)C2=CC=CC=C2)C1 5-methyl-2-[(E)-2-(4-phenylphenyl)vinyl]-1,3-benzoxazole